C1CN(CCC12CCNCC2)CCC2CCC(CC2)N2N=C(C(=C2)NC(=O)C=2C=NN1C2N=C(C=C1)N1CCOCC1)C(F)F N-(1-((1R,4R)-4-(2-(3,9-diazaspiro[5.5]undecan-3-yl)ethyl)cyclohexyl)-3-(difluoromethyl)-1H-pyrazol-4-yl)-5-morpholinopyrazolo[1,5-a]pyrimidine-3-carboxamide